1-[5-acetyl-6-(3-cyano-5-methyl-pyrazol-1-yl)-2-pyridyl]benzimidazole-5-carbonitrile C(C)(=O)C=1C=CC(=NC1N1N=C(C=C1C)C#N)N1C=NC2=C1C=CC(=C2)C#N